NC([C@H](C=1N=NC=C2C1N=CC=C2)NC(=O)[C@@H]2[C@H]1C([C@H]1CN2C([C@H](C(C)C)NC(C(F)(F)F)=O)=O)(C)C)=O (1R,2S,5S)-N-[(1S)-2-amino-2-oxo-1-pyrido[2,3-d]pyridazin-8-yl-ethyl]-6,6-dimethyl-3-[(2S)-3-methyl-2-[(2,2,2-trifluoroacetyl)amino]butanoyl]-3-azabicyclo[3.1.0]hexane-2-carboxamide